NCCOCCOCCOCCOCCOCCC 1-amino-3,6,9,12,15-pentaoxaoctadecane